C(C)NS(=O)(=O)NC=1C(=C(C=CC1)CC=1C(OC2=CC(=CC=C2C1C)OC1=NC=CC=C1F)=O)F 3-[[3-(ethylsulfamoylamino)-2-fluoro-phenyl]methyl]-7-[(3-fluoro-2-pyridyl)oxy]-4-methyl-chromen-2-one